diethylene glycol 2-carboxyethylphenyl-phosphinate C(=O)(O)CCP(=O)(C1=CC=CC=C1)OCCOCCO